7-chloro-2-((2-(difluoromethylene)tetrahydro-1H-pyrrolizin-7a(5H)-yl)methoxy)-8-fluoropyrido[4,3-d]pyrimidine ClC1=C(C=2N=C(N=CC2C=N1)OCC12CCCN2CC(C1)=C(F)F)F